BrC=1C=C(C(=NC1)C)OC(F)F 5-bromo-3-(difluoromethoxy)-2-methylpyridine